CNS(=O)C(C)(C)C N,2-dimethyl-propane-2-sulfinamide